(3-Propylpyrrolidin-1-yl)(5-(2,4,5-trifluoro-3-hydroxyphenyl)-1,2,4-oxadiazol-3-yl)methanone C(CC)C1CN(CC1)C(=O)C1=NOC(=N1)C1=C(C(=C(C(=C1)F)F)O)F